FC(OC1=NC(=CC=C1NC(=O)C1(CC(C1)S(=O)(=O)C)C1=C(C=CC=C1)C(C)C)C)F N-(2-(difluoromethoxy)-6-methylpyridin-3-yl)-1-(2-isopropylphenyl)-3-(methylsulfonyl)cyclobutane-1-carboxamide